Tert-butyl 2-(1-(4-amino-2-fluoro-6-(1H-pyrazol-4-yl)phenyl)-4-hydroxypiperidin-4-yl)acetate NC1=CC(=C(C(=C1)C=1C=NNC1)N1CCC(CC1)(O)CC(=O)OC(C)(C)C)F